4-fluoro-2-methyl-N3-(1-methyl-1H-tetrazol-5-yl)-6-(trifluoromethyl)isophthalamide FC1=C(C(=C(C(=O)N)C(=C1)C(F)(F)F)C)C(=O)NC1=NN=NN1C